t-butyl 3-(2,2-dimethyl-1,2-dihydroquinolin-5-yl)azetidine-1-carboxylate CC1(NC2=CC=CC(=C2C=C1)C1CN(C1)C(=O)OC(C)(C)C)C